C(C)(=O)N1C[C@@H](OCC1)COC1=C(C(=C(C(=O)N)C=C1)C1=C(C=CC2=C1C[C@](O2)(C2=CC=CC=C2)CN)Cl)F 4-(((R)-4-acetylmorpholine-2-yl)methoxy)-2-((2S,4S)-2-(aminomethyl)-5-chloro-2-phenyl-2,3-dihydrobenzofuran-4-yl)-3-fluorobenzamide